trans-β-octadecenoic acid C(C\C=C\CCCCCCCCCCCCCC)(=O)O